B(OC(=O)C=C)(OC(=O)C=C)[O-] diacryl borate